CC1(C(OC2=C1C=C(C=C2)S(N(CCC2=CC=CC=C2)C2=C(C=CC=C2)N2CCN(CC2)C(C2=CC=C(C=C2)C)=O)(=O)=O)C(=O)[O-])C 3-methyl-5-(N-(2-(4-(4-methylbenzoyl) piperazin-1-yl) phenyl)-N-phenethylsulfamoyl)-3-methylbenzofuran-2-carboxylate